FC1=CC=C(C=C1)[C@H]1N([C@@H](CC1)C=C)C(CN1C(O[C@]2(C1=O)CCC1=CC(=CC=C12)NC(=O)NC)=O)=O |&1:9| 1-((R)-3'-(2-((2S,SR)-2-(4-fluorophenyl)-5-vinylpyrrolidin-1-yl)-2-oxoethyl)-2',4'-dioxo-2,3-dihydrospiro[indene-1,5'-oxazolidine]-5-yl)-3-methylurea